FC1=CC=C(C=C1)[C@@H]1N(CCC2=CC=CC=C12)C(=O)N[C@H]1C[C@H](C1)CNC(OC(C)(C)C)=O tert-butyl ((cis-3-((S)-1-(4-fluorophenyl)-1,2,3,4-tetrahydroisoquinoline-2-carboxamido)cyclobutyl)methyl)carbamate